6-(2-oxo-1-(2,5,8,11-tetraoxatridec-13-yl)-1,2-dihydro-3H-pyrrolo[2,3-b]pyridin-3-ylidene)piperazine-2,5-dione O=C1C(C=2C(=NC=CC2)N1CCOCCOCCOCCOC)=C1C(NCC(N1)=O)=O